BrC1=CC=C(C=C1)S(=O)(=O)C1=CC(=NC=C1)C#N 4-((4-bromophenyl)sulfonyl)pyridinecarbonitrile